N1(CCCC2=NC=CC=C12)C1=CC(NC=C1)C (1R,1'R)-4-(3,4-dihydro-1,5-naphthyridin-1(2H)-yl)-1H-picoline